ClC=1C(=NC(=NC1)NC1CCOCC1)C1=CC=C2CN(C(C2=C1)=O)CC(=O)N[C@H](C)C1=NC(=CC=C1)CO 2-(6-{5-chloro-2-[(oxan-4-yl)amino]pyrimidin-4-yl}-1-oxo-2,3-dihydro-1H-isoindol-2-yl)-N-[(1R)-1-[6-(hydroxymethyl)pyridin-2-yl]ethyl]acetamide